N1(C(C=CC=C1)=O)C1=CC=NC=C1 2H-[1,4'-bipyridin]-2-one